N-[7-(pyridin-4-yl)heptyl]propionamide N1=CC=C(C=C1)CCCCCCCNC(CC)=O